Cl.C(C)OC1=C(OCC2CNCCO2)C=CC=C1 2-[(2-ethoxyphenoxy)methyl]morpholine hydrochloride